5-(Azetidin-2-ylmethoxy)-2-methyl-N-(1-(7-(pyrimidin-2-yl)quinolin-5-yl)cyclopropyl)benzamide N1C(CC1)COC=1C=CC(=C(C(=O)NC2(CC2)C2=C3C=CC=NC3=CC(=C2)C2=NC=CC=N2)C1)C